(1Z)-BUT-1-EN C=CCC